O=C1C=C(N=C2N1C=CC=C2)C(=O)NCC=2N=C1N(C=C(C=C1)CNCC=1C=NC=CC1)C2 4-oxo-N-{[6-({[(pyridin-3-yl)methyl]amino}methyl)imidazo[1,2-a]pyridin-2-yl]methyl}-4H-pyrido[1,2-a]pyrimidine-2-carboxamide